N-(2-(4-(azidomethyl)piperidin-1-yl)ethyl)-2,3-dihydro-1H-indene-5-sulfonamide N(=[N+]=[N-])CC1CCN(CC1)CCNS(=O)(=O)C=1C=C2CCCC2=CC1